(2s)-2-amino-2-(3-bromophenyl)ethan-1-ol N[C@H](CO)C1=CC(=CC=C1)Br